3,3-difluoro-2,4-dihydro-1H-quinolin-4-ol FC1(CNC2=CC=CC=C2C1O)F